C(=CC)[Si](C)(C)CCCCCCCCCCCCCC propenyltetradecyldimethylsilane